BrC1=CC=C(C=2CN(C(C12)=O)C1C(NC(CC1)=O)=O)C(=O)O 7-bromo-2-(2,6-dioxopiperidin-3-yl)-1-oxoisoindoline-4-carboxylic acid